BrC1=C(C=CC=C1)CCNC(C)=O N-(2-bromophenylethyl)acetamide